OCC1CCC(CC1)CC1CCC(CC1)CO 1,1-bis(4-hydroxymethyl-cyclohexyl)methane